C(C)(C)(C)C(C(=O)O)(N1C(C=C(C(=C1)CCN1CC(C1)F)C(F)(F)F)=O)C1=C(C=CC(=C1)OC1=NN(C=C1Br)C)F.C(CCCC\C=C/C\C=C/C\C=C/CCCCC)(=O)N[C@@H]([C@@H](C)CC)C(=O)O N-γ-linolenoyl-isoleucine tert-butyl-2-{5-[(4-bromo-1-methylpyrazol-3-yl)oxy]-2-fluorophenyl}-2-{5-[2-(3-fluoroazetidin-1-yl)ethyl]-2-oxo-4-(trifluoromethyl)pyridin-1-yl}acetate